2-(2,5-dimethoxybenzyl)-3-methylnaphthalene-1,4-dione COC1=C(CC=2C(C3=CC=CC=C3C(C2C)=O)=O)C=C(C=C1)OC